CC=1N=CC2=C(N1)C1=C(O2)C=CC=C1 methylbenzofuro[3,2-d]pyrimidin